FC(OC1=C(C=C(C=C1)I)C1=NNC=C1NC(=O)C=1C=NN2C1N=CC=C2)F N-[3-[2-(difluoromethoxy)-5-iodophenyl]-1H-pyrazol-4-yl]pyrazolo[1,5-a]pyrimidine-3-carboxamide